[Na+].[Na+].C[As]([O-])(=O)[O-].[Na+] sodium methanearsonate disodium